4-fluoro-4-(((trans-2-phenylcyclopropyl)amino)methyl)piperidine-1-carboxylic acid tert-butyl ester C(C)(C)(C)OC(=O)N1CCC(CC1)(CN[C@H]1[C@@H](C1)C1=CC=CC=C1)F